(7-(benzyloxy)-6-methoxyquinazolin-4-yl)butane-1,4-diamine C(C1=CC=CC=C1)OC1=C(C=C2C(=NC=NC2=C1)C(CCCN)N)OC